C(C)(C)(C)[Si](OC[C@H]1NCCC1)(C1=CC=CC=C1)C1=CC=CC=C1 tert-butyl-diphenyl-[[(2S)-pyrrolidin-2-yl]methoxy]silane